ClC=1C=CC=C2C=CC=C(C12)N1CC=2N=C(N=C(C2CC1)N1C[C@H]2CC[C@@H](C1)N2C(=O)OC(C)(C)C)OC[C@H]2N(CCC2)C tert-butyl (1R,5S)-3-(7-(8-chloronaphthalen-1-yl)-2-(((S)-1-methylpyrrolidin-2-yl)methoxy)-5,6,7,8-tetrahydropyrido[3,4-d]pyrimidin-4-yl)-3,8-diazabicyclo[3.2.1]octane-8-carboxylate